C(CCCCCCCCCCC)NC(NCCCCCCCCCCCC)=O dilauryl-urea